2-(4-(4-bromo-1H-pyrazol-1-yl)piperidin-1-yl)-acetic acid tert-butyl ester C(C)(C)(C)OC(CN1CCC(CC1)N1N=CC(=C1)Br)=O